FC1=C(CN2C(C3=NC=CC=C3C2=O)([2H])[2H])C(=CC(=C1)C=1C2=CN(N=C2C(=CC1)C)C([2H])([2H])[2H])C 6-(2-fluoro-6-methyl-4-(7-methyl-2-(methyl-d3)-2H-indazol-4-yl)benzyl)-6,7-dihydro-5H-pyrrolo[3,4-b]pyridin-5-one-7,7-d2